3-(Nitromethyl)benzoic acid cyanomethyl ester C(#N)COC(C1=CC(=CC=C1)C[N+](=O)[O-])=O